(S)-2-[4-bromo-5-fluoro-2-(1,3-oxazol-4-yl)phenoxy]propionic acid BrC1=CC(=C(O[C@H](C(=O)O)C)C=C1F)C=1N=COC1